1-(5-(6-methoxy-5-(trifluoromethyl)pyridin-3-yl)pyrazolo[1,5-A]pyridin-2-yl)-3-(2-(pyridin-3-oxy)ethyl)urea COC1=C(C=C(C=N1)C1=CC=2N(C=C1)N=C(C2)NC(=O)NCCOC=2C=NC=CC2)C(F)(F)F